COC1=CC=C2CC(C(C(C2=C1)=O)C(C(=O)OCC)=O)C ethyl 2-(7-methoxy-3-methyl-1-oxo-3,4-dihydro-2H-naphthalen-2-yl)-2-oxoacetate